C(CCCCCCCCCCCCCCCCC)(=O)O.C(CCCCCCCCCCCCCCCCC)(=O)O.C(CCCCCCCCCCCCCCCCC)(=O)O.O=C1C(O)=C(O)[C@H](O1)[C@@H](O)CO L-ascorbic acid tristearate